N-(2-(2-(2-azidoethoxy)ethoxy)ethyl)-2-bromoacetamide N(=[N+]=[N-])CCOCCOCCNC(CBr)=O